S1C(NC(C=C1)=O)=O [1,3]thiazine-2,4(3H)-dione